BrC[B-](F)(F)F.[K+] potassium bromomethyl-(trifluoro)borohydride